C(C)(C)OC(=O)C1=C(C=CC=C1)C1C2C=CC(C1)C2 5-(isopropoxycarbonylphenyl)-bicyclo[2.2.1]Hept-2-ene